OCC(NC(C=C)=O)(CO)CO N-[tri(hydroxymethyl)methyl]-acrylamide